O[C@@H]1CC[C@@H](CCC1)NC1=NC=C(C(=N1)NC(C)C)C(=O)N 2-((1R,4S)-4-hydroxycycloheptylamino)-4-(isopropylamino)pyrimidine-5-carboxamide